CCCCCCCCCC=C undec-10-en